OC(CNC(\C=C\C=C\C=C\C=C/CCCCC)=O)(C)C 2E,4E,8Z,11Z-Tetradecatetraenoic acid-N-(2-hydroxy-2-methylpropyl)amide